FC1=C(C(=CC=C1)F)NC(C1=C(C=C(C(=C1)F)N1N=C(N(C1=O)C)CCC)O[C@H](C(F)(F)F)C)=O N-(2,6-difluorophenyl)-5-fluoro-4-(4-methyl-5-oxo-3-propyl-4,5-dihydro-1H-1,2,4-triazol-1-yl)-2-{[(2S)-1,1,1-trifluoropropan-2-yl]oxy}benzamide